(16S,19S)-20-oxa-9,14,17,27-tetrazapentacyclo[19.3.1.16,9.116,19.02,7]heptacosa-1(25),2,4,6(27),7,21,23-heptaen-15-one C1=2C3=CC=CC=4C3=CN(CCCCNC([C@H]3NC[C@@H](OC(=CC=C1)C2)C3)=O)N4